N1(N=NC=C1)C=1C=CC(=NC1)CN1C(C(N(C=C1)C12CC(C1)(C2)F)=O)=O 1-((5-(1H-1,2,3-triazol-1-yl)pyridin-2-yl)methyl)-4-(3-fluorobicyclo[1.1.1]pentan-1-yl)-1,4-dihydropyrazine-2,3-dione